7,10-dinitro-8-methoxycarbonyl-1,2,3,4-tetrahydropyrimido[1,2-a]indole [N+](=O)([O-])C=1C(=CC=2C(=C3N(C2C1)CCCN3)[N+](=O)[O-])C(=O)OC